benzoic acid hexyl ester C(CCCCC)OC(C1=CC=CC=C1)=O